C[C@H]1N([C@H](C2=CC=C3C(=C2C1)C=NN3)C=3C=CC(=NC3)N3CCC1(CC(C1)C=O)CC3)CC(F)(F)F 7-(5-((6R,8R)-8-methyl-7-(2,2,2-trifluoroethyl)-6,7,8,9-tetrahydro-3H-pyrazolo[4,3-f]isoquinolin-6-yl)pyridin-2-yl)-7-azaspiro[3.5]nonane-2-carbaldehyde